1-ETHYLPIPERIDINE-2-CARBALDEHYDE C(C)N1C(CCCC1)C=O